N1N=CN=C1SC#N 1,2,4-triazol-5-ylthiocyanat